C(CCCCCCCCCCCCCCCCCCCCC)OC1=C(CO)C=CC(=C1)OCCCCCCCCCCCCCCCCCCCCCC 2,4-bis(docosyloxy)benzyl alcohol